FC=1C=C(C=C(C1)F)C1=NOC(C1)(C(=O)OC)C(F)(F)F methyl 3-(3,5-difluorophenyl)-5-(trifluoromethyl)-4,5-dihydro-1,2-oxazole-5-carboxylate